(R)-(4-(1H-pyrrolo[2,3-b]pyridin-4-yl)-3,4-dihydro-2H-1,4-thiazin-6-yl)(3-aminopyrrolidin-1-yl)methanone hydrochloride Cl.N1C=CC=2C1=NC=CC2N2CCSC(=C2)C(=O)N2C[C@@H](CC2)N